(S)-3-chloro-5-(6-(3,5-dimethylisoxazol-4-yl)-1-(1-(pyridin-2-yl)ethyl)-2-(trifluoromethyl)-1H-pyrrolo[3,2-b]pyridin-3-yl)benzoic acid ClC=1C=C(C(=O)O)C=C(C1)C1=C(N(C=2C1=NC=C(C2)C=2C(=NOC2C)C)[C@@H](C)C2=NC=CC=C2)C(F)(F)F